C1(=CC=C(C=C1)C1CN(CCC1)C1=NC=CC=C1)C1=CC=CC=C1 2-(3-([1,1-biphenyl]-4-yl)piperidin-1-yl)pyridine